C(C)(C)(C)OC([C@@H](N(CC(=O)OC(C)(C)C)CC(=O)OC(C)(C)C)CCCCN)=O Nα,Nα-Bis[(tert-butyloxycarbonyl)methyl]-L-lysine tert-butyl ester